C(C)(C)(C)OC(=O)N1[C@@H](C=C(C1)C1=CCCC1)CO (S)-4-(cyclopent-1-en-1-yl)-2-(hydroxymethyl)-2,5-dihydro-1H-pyrrole-1-carboxylic acid tert-butyl ester